3-amino-N-[(3R)-7-[(1R,6S)-3,8-diazabicyclo[4.2.0]octan-8-yl]-3,4-dihydro-2H-1-benzopyran-3-yl]-6-methylthieno[2,3-b]pyridine-2-carboxamide NC1=C(SC2=NC(=CC=C21)C)C(=O)N[C@H]2COC1=C(C2)C=CC(=C1)N1C[C@@H]2CCNC[C@H]12